3-{[2-(azetidin-3-yl)-3,4-dihydro-1H-isoquinolin-6-yl]amino}-5-(piperidin-1-yl)pyrazine-2-carboxamide N1CC(C1)N1CC2=CC=C(C=C2CC1)NC=1C(=NC=C(N1)N1CCCCC1)C(=O)N